CC=1N=CNC1C=1SC=CC1 4-methyl-5-(thiophen-2-yl)-1H-imidazol